FC(CN1N=NC2=C1C=C(C=C2)C2=CNC=1N=C(N=C(C12)OC)NC1C[C@@H]2[C@@H](CN(C2)C(C)=O)C1)F 1-((3aR,5r,6aS)-5-((5-(1-(2,2-difluoroethyl)-1H-benzo[d][1,2,3]triazol-6-yl)-4-methoxy-7H-pyrrolo[2,3-d]pyrimidin-2-yl)amino)hexahydrocyclopenta[c]pyrrol-2(1H)-yl)ethan-1-one